8-bromo-2-ethyl-3-iodoimidazo[1,2-a]pyridine BrC=1C=2N(C=CC1)C(=C(N2)CC)I